N-(1-ethyl-2-oxo-1,2-dihydrobenzo[cd]indol-6-yl)-4-(trifluoromethoxy)benzenesulfonamide C(C)N1C(C2=C3C(C(=CC=C13)NS(=O)(=O)C1=CC=C(C=C1)OC(F)(F)F)=CC=C2)=O